BrC1=C(C=C(C=C1C)NC1=NC=C(C(=N1)NC(CC)CC)C)C(C)=O 1-(2-bromo-3-methyl-5-((5-methyl-4-(pent-3-ylamino)pyrimidin-2-yl)amino)phenyl)ethanone